C(C1=CC=CC=C1)[C@@H]1N(C(OC1)=O)C1=CC(=CC(=N1)C(C)N1C(OC(C2=C1C=CC(=N2)Cl)=O)=O)C 1-[1-[6-[(4S)-4-benzyl-2-oxo-1,3-oxazolidin-3-yl]-4-methyl-2-pyridinyl]ethyl]-6-chloropyrido[3,2-d][1,3]oxazine-2,4-dione